2-[1-[4-[6-(cyclopentylamino)-2-pyridinyl]-2,6-difluoro-phenyl]-4-piperidinyl]acetic acid C1(CCCC1)NC1=CC=CC(=N1)C1=CC(=C(C(=C1)F)N1CCC(CC1)CC(=O)O)F